2-cyclohexyl-2-(3,3-dibromobutyl)-1,3-diallyloxypropane C1(CCCCC1)C(COCC=C)(COCC=C)CCC(C)(Br)Br